CC=1OC(=C(C(C1C(=O)OCC)=O)C(=O)OCC)C diethyl 2,6-dimethyl-4-oxo-4h-pyran-3,5-dicarboxylate